FC=1C=C(C=NC1)OCCN(CC[C@@H](C(=O)O)NC1=NC=C(C=N1)F)CCCCC1=NC=2NCCCC2C=C1 (S)-4-((2-((5-fluoropyridin-3-yl)oxy)ethyl)(4-(5,6,7,8-tetrahydro-1,8-naphthyridin-2-yl)butyl)amino)-2-((5-fluoropyrimidin-2-yl)amino)butanoic acid